C(CCC)(=O)O.ON1C(CCC1=O)=O N-Hydroxysuccinimide butyrate